(5-cyclopropyl-7-(3,5-difluorophenyl)-7H-pyrrolo[2,3-d]pyrimidin-4-yl)piperazine-1-carboxylic acid tert-butyl ester C(C)(C)(C)OC(=O)N1C(CNCC1)C=1C2=C(N=CN1)N(C=C2C2CC2)C2=CC(=CC(=C2)F)F